C(C)(C)OC(=O)C1=CC(=[N+](C=C1)[O-])CN1CCN(CCN(CCN(CC1)CC(=O)O)CC(=O)O)CC(=O)O 4-(isopropoxycarbonyl)-2-((4,7,10-tris(carboxymethyl)-1,4,7,10-tetraazacyclododecane-1-yl)methyl)pyridine 1-oxide